C(C)(C)(C)C1=C(N(C2=CC=CC=C12)C(=O)OC1(COC1)C1=C(C(=CC(=C1)Cl)C)C1OCCO1)C1=C(C=CC(=C1)S(N(CCN1CCOCC1)C)(=O)=O)N1CCCC1 3-(5-chloro-2-(1,3-dioxolan-2-yl)-3-methylphenyl)oxetan-3-ol tert-butyl-2-(5-(N-methyl-N-(2-morpholinoethyl)sulfamoyl)-2-(pyrrolidin-1-yl)phenyl)-1H-indole-1-carboxylate